[C@H]1([C@H](O)[C@@H](O)[C@H](O)[C@H](O1)CO)OC(CO)CO 2-O-(α-D-glucopyranosyl)-sn-glycerol